3-bromo-1-(3-chloropyridin-2-yl)-N-(1-carbamoyl-cyclopropyl)-1H-pyrazole-5-carboxamide BrC1=NN(C(=C1)C(=O)NC1(CC1)C(N)=O)C1=NC=CC=C1Cl